O[C@@]12[C@@](OC=3C=NC=C(C31)OC)([C@@H]([C@@H]3[C@H]2OC(N3)=O)C3=CC=CC=C3)C3=CC=C(C#N)C=C3 4-((3aR,4R,4aR,9bS,9cR)-9b-Hydroxy-9-methoxy-2-oxo-4-phenyl-2,3,3a,4,9b,9c-hexahydro-4aH-oxazolo[4'',5'':4',5']cyclopenta[1',2':4,5]furo[2,3-c]pyridin-4a-yl)benzonitrile